trans-benzyl (4-((4-fluorophenyl)amino)cyclohexyl)carbamate FC1=CC=C(C=C1)N[C@@H]1CC[C@H](CC1)NC(OCC1=CC=CC=C1)=O